C(C)OP(=O)(C1=CC=CC=C1)C(=O)C1=C(C=C(C=C1C)C)C [ethoxy(phenyl)phosphoryl]-(2,4,6-trimethylphenyl)methanone